tert-Butyl (6'-cyclopropyl-3-formyl-4'-methoxy[2,3'-bipyridin]-4-yl)carbamate C1(CC1)C1=CC(=C(C=N1)C1=NC=CC(=C1C=O)NC(OC(C)(C)C)=O)OC